N-(4-((S)-2-(2-fluoropyridin-4-yl)propyl)-6-(((R)-1-hydroxy-4-methylpent-2-yl)amino)-1,3,5-triazin-2-yl)methanesulfonamide FC1=NC=CC(=C1)[C@H](CC1=NC(=NC(=N1)N[C@@H](CO)CC(C)C)NS(=O)(=O)C)C